CN1C(=CC=2C=NC(=CC21)NC(=O)C2CC2)C2=NNC=N2 N-(1-methyl-2-(1H-1,2,4-triazol-3-yl)-1H-pyrrolo[3,2-c]pyridin-6-yl)cyclopropanecarboxamide